CNC1CC(CCC1)COC1=NC(=NC=C1)NC1=CC=C(C=C1)N1CCOCC1 4-((3-(methylamino)cyclohexyl)methoxy)-N-(4-morpholinophenyl)pyrimidin-2-amine